4-(((3-(cyclopent-1-en-1-yl)-2-methyl-5-nitropyridin-4-yl)amino)methyl)-3,5-difluorobenzenesulfonamide C1(=CCCC1)C=1C(=NC=C(C1NCC1=C(C=C(C=C1F)S(=O)(=O)N)F)[N+](=O)[O-])C